(2R,3S,4S,5R)-2-(hydroxymethyl)-6-octoxyoxane-3,4,5-triol (octyl glucopyranoside) C(CCCCCCC)C1(O)[C@H](O)[C@@H](O)[C@H](O)[C@H](O1)CO.OC[C@H]1OC([C@@H]([C@H]([C@@H]1O)O)O)OCCCCCCCC